2-(dimethylamino)ethyl methacrylate benzoate C(C1=CC=CC=C1)(=O)O.C(C(=C)C)(=O)OCCN(C)C